C1(CC1)C1=NOC(=N1)C12CCC(CC1)(CC2)CN(C(=O)C2CCC(CC2)(F)F)C2=CC(=CC=C2)S(=O)(=O)C N-((4-(3-cyclopropyl-1,2,4-oxadiazol-5-yl)bicyclo[2.2.2]octan-1-yl)methyl)-4,4-difluoro-N-(3-(methylsulfonyl)phenyl)cyclohexane-1-carboxamide